ethyl 6-chloro-7-[(2R)-2-{[(3-chloropyridin-2-yl)oxy]methyl}pyrrolidin-1-yl]-1-{6-[3-(dimethylamino)azetidin-1-yl]pyridin-3-yl}-4-oxo-1,4-dihydroquinoline-3-carboxylate ClC=1C=C2C(C(=CN(C2=CC1N1[C@H](CCC1)COC1=NC=CC=C1Cl)C=1C=NC(=CC1)N1CC(C1)N(C)C)C(=O)OCC)=O